C(C)(C)(C)C=1SC2=C(N1)C(CC1(CCN(CC1)C(=O)C=1C=C3C(=NN(C3=C(C1)OC)C)C)C2)=O 2-(tert-butyl)-1'-(7-methoxy-1,3-dimethyl-1H-indazole-5-carbonyl)-5H-spiro[benzo[d]thiazol-6,4'-piperidin]-4(7H)-one